ClC1=NC(=NC(=N1)Cl)C1=CC=CC=C1 2,4-dichloro-6-phenyl-[1,3,5]-triazine